(S)-1'-(5-((6-amino-2,3-dichloropyridin-4-yl)thio)-1H-imidazo[4,5-b]pyrazin-2-yl)-1,3-dihydrospiro[indene-2,4'-piperidin]-1-amine NC1=CC(=C(C(=N1)Cl)Cl)SC=1N=C2C(=NC1)NC(=N2)N2CCC1(CC2)[C@@H](C2=CC=CC=C2C1)N